methyl eicosanyl hydrogen phosphate P(=O)(OC)(OCCCCCCCCCCCCCCCCCCCC)O